tert-butyl 2-(1-methoxy-1-oxoprop-2-yl)-2,7-diazaspiro[3.5]nonane-7-carboxylate COC(C(C)N1CC2(C1)CCN(CC2)C(=O)OC(C)(C)C)=O